cyclopentadienylallyl-palladium C1(C=CC=C1)C=CC[Pd]